FC(N1N=CC(=C1)C1=CC=NC2=C(C=CC=C12)NCC1=CC=C(C=C1)OC(C)C)F 4-(1-(difluoromethyl)-1H-pyrazol-4-yl)-N-(4-isopropoxybenzyl)quinolin-8-amine